(5R)-5-methyl-1,2,3-oxathiazolidine-3-carboxylic acid tert-butyl ester 2-oxide C(C)(C)(C)OC(=O)N1S(O[C@@H](C1)C)=O